3-bromo-1-((1-(((tert-butyldimethylsilyl)oxy)methyl)cyclopropyl)methyl)-6-chloro-1H-pyrazolo[4,3-c]pyridine BrC1=NN(C2=C1C=NC(=C2)Cl)CC2(CC2)CO[Si](C)(C)C(C)(C)C